5-((2R,3S,4S,5R)-3-(3,4-difluoro-2-methoxyphenyl)-4,5-dimethyl-5-(trifluoromethyl)tetrahydrofuran-2-carboxamido)picolinic acid FC=1C(=C(C=CC1F)[C@H]1[C@@H](O[C@]([C@H]1C)(C(F)(F)F)C)C(=O)NC=1C=CC(=NC1)C(=O)O)OC